O=S1(CCN(CC2=C1C=CC=C2)C2=NC1=CC=C(C=C1C(=N2)NCCC(CN)F)C)=O N~4~-[2-(1,1-Dioxido-2,3-dihydro-1,4-benzothiazepin-4(5H)-yl)-6-methylquinazolin-4-yl]-2-fluorobutane-1,4-diamine